Cl.FC1=C(C=CC=C1C[C@@H]1NCC[C@@H]1NS(=O)(=O)C)C1=CC(=CC(=C1)F)F N-((2S,3S)-2-((2,3',5'-trifluorobiphenyl-3-yl)methyl)pyrrolidin-3-yl)methanesulfonamide hydrochloride